N-methyl-2-({3-[(E)-2-{2-[2-(pyrrolidin-1-yl)ethoxy]pyridine-4-yl}vinyl]-1H-indazol-6-yl}thio)benzamide CNC(C1=C(C=CC=C1)SC1=CC=C2C(=NNC2=C1)\C=C\C1=CC(=NC=C1)OCCN1CCCC1)=O